4-(Trifluoromethyl)benzoic acid [3-(3-ethyl-4-oxo-spiro[6,8-dihydro-5H-pyrazolo[4,3-c]azepin-7,4'-tetrahydropyran]-1-yl)-2,2-dimethyl-propyl] ester C(C)C1=NN(C2=C1C(NCC1(CCOCC1)C2)=O)CC(COC(C2=CC=C(C=C2)C(F)(F)F)=O)(C)C